ClC=1C=C(C=CC1)[N+]=1[N-]OC(C1)=O (3-chlorophenyl)sydnone